C(C)(C)(C)OC(=O)N1C(C2=CC=C(C=C2CC1)OS(=O)(=O)C(F)(F)F)C(=O)OCC 6-(((trifluoromethyl)sulfonyl)oxy)-3,4-dihydroisoquinoline-1,2(1H)-dicarboxylic acid 1-ethyl ester 2-tert-butyl ester